m-{2-[(1R,2R)-2-hydroxycyclopentylamino]-6-(1-{[6-(1-methoxyethyl)-2-pyridinyl]methyl}-1H-1,2,3-triazol-4-yl)-4-pyrimidinyl}benzonitrile O[C@H]1[C@@H](CCC1)NC1=NC(=CC(=N1)C=1C=C(C#N)C=CC1)C=1N=NN(C1)CC1=NC(=CC=C1)C(C)OC